C1(=CC=CC=C1)P(=O)(OC1=C(C=CC=C1)OP(=O)(C1=CC=CC=C1)C1=CC=CC=C1)C1=CC=CC=C1 1,2-di(diphenylphosphinyloxy)benzene